O[C@@H]1[C@@H](CCCC1)CN(CCCCCCCC(=O)N(CCCCCCCCCC)CCCCCCCCCC)CCCCCCCC(=O)N(CCCCCCCCCC)CCCCCCCCCC 8,8'-((((1S,2S)-2-hydroxycyclohex-yl)methyl)azanedi-yl)bis(N,N-didec-yloctanamide)